iron (III) (octyl phosphonate) C(CCCCCCC)P([O-])([O-])=O.[Fe+3].C(CCCCCCC)P([O-])([O-])=O.C(CCCCCCC)P([O-])([O-])=O.[Fe+3]